COC([C@H](CC=1C(=NC=C(C1)C(F)(F)F)O)NC(=O)OC(C)(C)C)=O (S)-2-((tert-butoxycarbonyl)amino)-3-(2-hydroxy-5-(trifluoromethyl)pyridin-3-yl)propanoic acid methyl ester